8-Chloro-4-(3-chloro-4-fluoroanilino)-6-[[(S)-(1-prop-2-yltriazol-4-yl)-[5-(pyrrolidin-1-carbonyl)pyridin-3-yl]methyl]amino]quinoline-3-carbonitrile ClC=1C=C(C=C2C(=C(C=NC12)C#N)NC1=CC(=C(C=C1)F)Cl)N[C@@H](C=1C=NC=C(C1)C(=O)N1CCCC1)C=1N=NN(C1)C(C)C